BrC=1N=C(N(N1)C1OCCCC1)N(CCOC1OCCCC1)C1=C(C=CC=C1F)F 5-bromo-N-(2,6-difluorophenyl)-2-tetrahydropyran-2-yl-N-(2-tetrahydropyran-2-yl-oxyethyl)-1,2,4-triazol-3-amine